O=C1CCC[C@@](O1)(C(=O)OCC)CCCC=C |r| (±)-ethyl 6-oxo-2-(pent-4-enyl)-tetrahydro-2H-pyran-2-carboxylate